C1(CCC1)N1N=CC(=C1)S(=O)(=O)N(CC1=CC=C(C=C1)OC)CC1=CC=C(C=C1)OC 1-cyclobutyl-N,N-bis(4-methoxybenzyl)-1H-pyrazole-4-sulfonamide